C(C=C)(=O)OCCC(=O)OCCC(=O)OC(C(=O)O)C ((((3-(acryloyloxy)propanoyl)oxy)propanoyl)oxy)propanoic acid